COC=1C=C(C=CC1NCC#CC=1N(C2=CC=CC(=C2C1)NC1CCC(CC1)N1CC2(COC2)C1)CC(F)(F)F)S(=O)(=O)N(C)C 3-methoxy-N,N-dimethyl-4-[3-[4-[[4-(2-oxa-6-azaspiro[3.3]heptan-6-yl)cyclohexyl]amino]-1-(2,2,2-trifluoroethyl)indol-2-yl]prop-2-ynylamino]benzenesulfonamide